1-(3-sulfopropyl)quinolinium S(=O)(=O)(O)CCC[N+]1=CC=CC2=CC=CC=C12